C(C)(=O)C1=NN(C2=C(C=C(C=C12)C=1C=NC(=NC1)C)C)CC(=O)N1[C@@H]2C[C@@]2(C[C@H]1C(=O)NCCC1(OCCO1)C)C (1R,3S,5R)-2-(2-(3-acetyl-7-methyl-5-(2-methylpyrimidin-5-yl)-1H-indazol-1-yl)acetyl)-5-methyl-N-(2-(2-methyl-1,3-dioxolan-2-yl)ethyl)-2-azabicyclo[3.1.0]hexane-3-carboxamide